C(C)(C)(C)C=1C(=CC2=C(NC(O2)=O)C1)Cl 5-(tert-Butyl)-6-chlorobenzo[d]oxazol-2(3H)-one